5-(Pyridin-3-ylmethoxy)-4-(4-((tetrahydrofuran-3-yl)amino)isoindoline-2-carbonyl)-1,3-phenylene bis(4-methylbenzenesulfonate) CC1=CC=C(C=C1)S(=O)(=O)OC1=CC(=C(C(=C1)OCC=1C=NC=CC1)C(=O)N1CC2=CC=CC(=C2C1)NC1COCC1)OS(=O)(=O)C1=CC=C(C=C1)C